tert-butyl 4-(((3R,4R)-4-(4-(2-butyl-1-oxo-1,2-dihydro-2,7-naphthyridin-4-yl)-2-fluorophenoxy)-3-fluoropiperidin-1-yl)methyl)piperidine-1-carboxylate C(CCC)N1C(C2=CN=CC=C2C(=C1)C1=CC(=C(O[C@H]2[C@@H](CN(CC2)CC2CCN(CC2)C(=O)OC(C)(C)C)F)C=C1)F)=O